C(C)N1C(=NC2=CC(=CC=C2C1=O)C)C(CCC)N1CCN(CCC1)C 3-ethyl-7-methyl-2-(1-(4-methyl-1,4-diazepan-1-yl)butyl)quinazolin-4(3H)-one